C1(=CC=CC=C1)N1N=CC(=C1)C1=CC=C(N1)C(=O)N(C1CNCC1)CCC 5-(1-phenyl-1H-pyrazol-4-yl)-N-propyl-N-(pyrrolidin-3-yl)-1H-pyrrole-2-carboxamide